Methyl (S)-6-(1-(azetidin-3-yl)-1H-pyrazol-4-yl)-5-(4-fluorophenoxy)-2-methyl-3,4-dihydroquinoline-1(2H)-carboxylate N1CC(C1)N1N=CC(=C1)C=1C(=C2CC[C@@H](N(C2=CC1)C(=O)OC)C)OC1=CC=C(C=C1)F